NC(C(=O)O)(CCCCB(O)O)CCCN1CCC(CC1)NC(C1=CC=CC=C1)=O 2-amino-2-(3-(4-benzamidopiperidin-1-yl)propyl)-6-boronohexanoic acid